[O-2].[Ce+3].[Sm+3].[O-2].[O-2] samarium-cerium oxide